N,N-Bis(2-(bis-(carboxymethyl)amino)ethyl)-glycine C(=O)(O)CN(CCN(CC(=O)O)CCN(CC(=O)O)CC(=O)O)CC(=O)O